2-(4-fluoro-3-(trifluoromethyl)benzyl)pyridin FC1=C(C=C(CC2=NC=CC=C2)C=C1)C(F)(F)F